tert-butyl-(2S,6R)-4-((R)-l-1-chloro-6-oxo-3-(pyridin-2-yl)-10-(trifluoromethyl)-3,4-dihydro-2H,6H-[1,4]thiazepino[2,3,4-ij]quinazolin-8-yl)-2,6-dimethylpiperazine-1-carboxylate C(C)(C)(C)OC(=O)N1[C@H](CN(C[C@H]1C)C1=NC(N2C3=C(C=C(C=C13)C(F)(F)F)S(C[C@H](C2)C2=NC=CC=C2)Cl)=O)C